C(C)(=O)NC1=NC(NC=C1)=O N4-Acetyl-cytosine